ClC1=CC=C(C=C1)C=1NC(=CN1)C1=CC=C(N)C=C1 4-(2-(4-chlorophenyl)-1H-imidazol-5-yl)aniline